OCC1=C(C=CC=C1)B(O)O 2-hydroxymethylphenylboronic acid